(S)-N-((1R,2R)-1-(3-chloro-4-cyclopropoxyphenyl)-1-hydroxy-3-(pyrrolidin-1-yl)propan-2-yl)-1-(5-chloropyridin-2-yl)pyrrolidine-3-carboxamide ClC=1C=C(C=CC1OC1CC1)[C@H]([C@@H](CN1CCCC1)NC(=O)[C@@H]1CN(CC1)C1=NC=C(C=C1)Cl)O